COCCCCCCN(CC(CCCC)CC)CC(CCCC)CC (methoxyhexyl)di(2-ethylhexyl)amine